CC=1N=C(C2=C(N1)OC=C2C(=O)N2CC=1N=CN=C(C1CC2)NC(C)C)NC2(CC2)C methyl-N-(1-methylcyclopropyl)-5-{4-[(propan-2-yl)amino]-5H,6H,7H,8H-pyrido[3,4-d]pyrimidine-7-carbonyl}furo[2,3-d]pyrimidin-4-amine